ClC=1C(=C(C=2CCCOC2C1)C(=O)OC)OC methyl 7-chloro-6-methoxychroman-5-carboxylate